(5-bromo-3-methyl-1,2-thiazol-4-yl)carbamic acid tert-butyl ester C(C)(C)(C)OC(NC=1C(=NSC1Br)C)=O